CC(C(C(O)O)C)(C(C)C)C Dimethyl-2,4-dimethylpentanediol